IC=1SC(=CC1C#N)C 2-iodo-5-methylthiophene-3-carbonitrile